ClC=1C=C(NC2=C(C=NC3=CC(=C(C=C23)N2C(CCC2=O)O)OCC)C#N)C=CC1OCC1=NC=CC=C1 4-[3-chloro-4-(2-pyridylmethoxy)anilino]-7-ethoxy-6-(2-hydroxy-5-oxopyrrolidinyl)-3-quinolinecarbonitrile